ClC1=C(C(=O)NC2(CC2)C#N)C=C(C=C1)C=1C=NN(C1)C=1N(C(=CC1)C(C(F)(F)F)(C(F)(F)F)F)C1CC1 2-chloro-N-(1-cyanocyclopropyl)-5-[1-[1-cyclopropyl-5-[1,2,2,2-tetrafluoro-1-(trifluoromethyl)ethyl]pyrrol-2-yl]pyrazol-4-yl]benzamide